NCCC1=CC=C(C=C1)C1=C(C=C(C#N)C=C1)OC1=NC(=NC(=C1)OCCC(F)(F)F)C 4-[4-(2-aminoethyl)phenyl]-3-[2-methyl-6-(3,3,3-trifluoropropoxy)pyrimidin-4-yl]oxybenzonitrile